3-bromo-4-(4-(1-(4-fluorophenyl)ethyl)piperazin-1-yl)-1,6-dimethyl-1,5-naphthyridin-2(1H)-one BrC=1C(N(C2=CC=C(N=C2C1N1CCN(CC1)C(C)C1=CC=C(C=C1)F)C)C)=O